dimethylsilanediyl-(4-(4-(tert-butyl)phenyl)-2-isopropyl-1H-inden-1-yl)(9H-fluoren-9-yl)zirconium dichloride [Cl-].[Cl-].C[Si](=[Zr+2](C1C2=CC=CC=C2C=2C=CC=CC12)C1C(=CC2=C(C=CC=C12)C1=CC=C(C=C1)C(C)(C)C)C(C)C)C